C(CCCCC)OC1=C(C(=C(O)C(=C1)C)C)C 1-O-hexyl-2,3,5-trimethylhydroquinone